BrC1=C(N=C2N(C1=O)C=CC=C2)N[C@@H]2C[C@@H](CN(C2)C)C2=CC=C(OCC(=O)N1CCN(CC1)CCOC1=C3C(N(C(C3=CC=C1)=O)C1C(NC(CC1)=O)=O)=O)C=C2 4-[2-[4-[2-[4-[(3R,5R)-5-[(3-Bromo-4-oxo-pyrido[1,2-a]pyrimidin-2-yl)amino]-1-methyl-3-piperidyl]phenoxy]acetyl]piperazin-1-yl]ethoxy]-2-(2,6-dioxo-3-piperidyl)isoindoline-1,3-dione